2-(furan-3-yl)-6-methyl-1,2,3,4-tetrahydroquinoline O1C=C(C=C1)C1NC2=CC=C(C=C2CC1)C